(R)-N-[(E)-(5-bromo-2-fluoro-3-methylphenyl)methylidene]-2-methylpropane-2-sulfinamide BrC=1C=C(C(=C(C1)\C=N\[S@](=O)C(C)(C)C)F)C